C1(CCCCC1)OC(=O)C1=C(NC(=C(C1C=1C2=C(SC1)C(=CC=C2)C#N)C(C)=O)C)N 5-acetyl-2-amino-4-(7-cyanobenzo[b]thiophen-3-yl)-6-methyl-1,4-dihydropyridine-3-carboxylic acid cyclohexyl ester